C1NC(CC2=CC=CC=C12)=O 1,4-dihydro-2H-isoquinolin-3-one